FC1=CC=C2CCN(C(C2=C1)C1=CC=CC=C1)C(CCC(=O)NCC1=CC(=CC=C1)C(F)(F)F)=O 4-(7-Fluoro-1-phenyl-3,4-dihydroisoquinolin-2(1H)-yl)-4-oxo-N-(3-(trifluoromethyl)benzyl)butyric acid amide